ClC1=C2C(=NC=C1C#CC1=CC(=CC(=C1)F)F)NC=C2 4-chloro-5-((3,5-difluorophenyl)ethynyl)-1H-pyrrolo[2,3-b]pyridine